4-ethoxyphenol C(C)OC1=CC=C(C=C1)O